CCCCCCCC/C=C\CCCCCCCCCC(=O)O[C@H](COC(=O)CCCCCCC/C=C\CCCCC)COP(=O)(O)OC[C@H](CO)O 1-(9Z-pentadecenoyl)-2-(11Z-eicosenoyl)-glycero-3-phospho-(1'-sn-glycerol)